N[C@H](C(=O)OC)CO methyl (2S)-2-amino-3-hydroxy-propionate